(S)-8-benzyl-2-(1-(4-fluorophenyl)-3,4-dihydroisoquinolin-2(1H)-yl)-3-oxa-1,8-diazaspiro[4.5]dec-1-ene C(C1=CC=CC=C1)N1CCC2(COC(=N2)N2[C@H](C3=CC=CC=C3CC2)C2=CC=C(C=C2)F)CC1